Cl.OC(CNC1CC=2C=CC=C(C2C1)C#N)CC1CN(C(O1)=O)C=1C=CC=2OCC(NC2N1)=O 2-[[2-hydroxy-3-[2-oxo-3-(3-oxo-4H-pyrido[3,2-b][1,4]oxazin-6-yl)-1,3-oxazolidin-5-yl]propyl]amino]-2,3-dihydro-1H-indene-4-carbonitrile hydrochloride